1-(6-fluoro-2,2-dimethylbenzo[d][1,3]dioxol-5-yl)ethan-1-ol FC=1C(=CC2=C(OC(O2)(C)C)C1)C(C)O